(1s,3s,4r)-6-oxo-2-azabicyclo[2.2.2]octane-2,3-dicarboxylic acid O=C1C[C@@H]2[C@H](N([C@H]1CC2)C(=O)O)C(=O)O